Methyl 2-(4-hydroxy-2-methylphenoxy)acetate OC1=CC(=C(OCC(=O)OC)C=C1)C